NC(C)C1=CC(=CN2C1=NC(=CC2=O)N2CCCCC2)C 9-(1-aminoethyl)-7-methyl-2-(piperidin-1-yl)-4H-pyrido[1,2-a]pyrimidin-4-one